5,6-difluoro-2-methyl-3-((5-(trifluoromethyl)pyridin-2-yl)methyl)naphthalene-1,4-dione FC1=C2C(C(=C(C(C2=CC=C1F)=O)C)CC1=NC=C(C=C1)C(F)(F)F)=O